3-((5-(5-bromo-1-tosyl-1H-pyrazolo[3,4-c]pyridin-3-yl)-2-(4-methylpiperazin-1-yl)pyridin-3-yl)oxy)propan-1-ol BrC=1C=C2C(=CN1)N(N=C2C=2C=C(C(=NC2)N2CCN(CC2)C)OCCCO)S(=O)(=O)C2=CC=C(C)C=C2